C(C=C)N(C(OC(C)(C)C)=O)CC1=CC=CC=C1 tert-Butyl allyl(benzyl)carbamate